(4-bromo-3-fluorophenyl)-1-cyclopropyl-3-(4-fluorophenyl)-4-oxo-1,4-dihydropyridine-2,5-dicarboxamide BrC1=C(C=C(C=C1)C1=C(C(C(=C(N1C1CC1)C(=O)N)C1=CC=C(C=C1)F)=O)C(=O)N)F